(S)-N1-(7-(3-(4-hydroxypiperidin-1-yl)prop-1-yn-1-yl)-5-methyl-4-oxo-2,3,4,5-tetrahydrobenzo[b][1,4]oxazepin-3-yl)-N2-phenethyloxalamide OC1CCN(CC1)CC#CC1=CC2=C(OC[C@@H](C(N2C)=O)NC(C(=O)NCCC2=CC=CC=C2)=O)C=C1